N,N-diethyl-chlorobenzamide C(C)N(C(C1=C(C=CC=C1)Cl)=O)CC